[Li+].S(=O)(=O)([O-])C=1C=C(C=C(C(=O)[O-])C1)C(=O)[O-].[Li+].[Li+] 5-(sulfo)isophthalic acid lithium salt